NC1=CC=C(C=C1)CCN1[C@@H](O[C@H](C1)C)C1=CN(C=C1C1=CC=C(C=C1)F)C1=CC=C(C=C1)Br (2S,5S)-3-(4-aminophenyl-ethyl)-2-(1-(4-bromophenyl)-4-(4-fluorophenyl)-1H-pyrrol-3-yl)-5-methyl-oxazolidine